L-2,5-diphenyloxazole C1(=CC=CC=C1)C=1OC(=CN1)C1=CC=CC=C1